N-(3-(3,3-difluoro-2-methylallyl)-1,2,4-thiadiazol-5-yl)-5-methyl-4-(3-(trifluoromethoxy)phenyl)furan-2-carboxamide FC(=C(CC1=NSC(=N1)NC(=O)C=1OC(=C(C1)C1=CC(=CC=C1)OC(F)(F)F)C)C)F